N-([1,1'-biphenyl]-3-yl)-N-(4-bromophenyl)-[1,1':4',1''-terphenyl]-4-amine C1(=CC(=CC=C1)N(C1=CC=C(C=C1)C1=CC=C(C=C1)C1=CC=CC=C1)C1=CC=C(C=C1)Br)C1=CC=CC=C1